4,4'-(Oxybis(Methylene))Bis(2-Ethoxy-1,3-Dioxolane) O(CC1OC(OC1)OCC)CC1OC(OC1)OCC